FC1=C(C(=C(C(=C1OC(=O)C1CCNCC1)F)F)F)F piperidine-4-carboxylic acid pentafluorophenyl ester